niobium tri-aluminum [Al].[Al].[Al].[Nb]